N'-[(1-methyl-2-oxo-1,2-dihydropyridin-4-yl)methyl]urea CN1C(C=C(C=C1)CNC(N)=O)=O